ClC1=C(C(=CN(C1=O)C)C1=C2CCN(C(C2=CC(=C1)CCN(C)CC)=O)[C@@H](C)C1=NC=C(C#N)C(=C1)OCC)C (S)-6-(1-(5-(5-chloro-1,4-dimethyl-6-oxo-1,6-dihydropyridin-3-yl)-7-(2-(ethyl(methyl)amino)ethyl)-1-oxo-3,4-dihydroisoquinolin-2(1H)-yl)ethyl)-4-ethoxynicotinonitrile